NC1(CC1)C1=CC=C(C=C1)C1=CC(=CC=C1OC)S(=O)(=O)N1CCC2(C[C@@H](CO2)NC[C@@H](COC2=CC(=CC=C2)S(=O)(=O)C2(CC2)CO)O)CC1 (S)-1-((S)-8-(4'-(1-Aminocyclopropyl)-6-methoxybiphenyl-3-ylsulfonyl)-1-oxa-8-azaspiro[4.5]decan-3-ylamino)-3-(3-(1-(hydroxymethyl)cyclopropylsulfonyl)phenoxy)propan-2-ol